O(C1=CC=CC=C1)C1=CC=C(CN2N=CC(=C2)C(=O)OC)C=C1 methyl 1-(4-phenoxybenzyl)-1H-pyrazole-4-carboxylate